2-methyl-5-(naphthalen-1-yl)-N-(3-(2-oxopropyl)-1,2,4-thiadiazol-5-yl)furan-3-carboxamide CC=1OC(=CC1C(=O)NC1=NC(=NS1)CC(C)=O)C1=CC=CC2=CC=CC=C12